ClC1=CC=NC2=CC(=CC=C12)OCCN1CC2C(C1)CN(C2)C(=O)OC(C)(C)C tert-butyl 5-{2-[(4-chloroquinolin-7-yl)oxy]ethyl}-octahydropyrrolo[3,4-c]pyrrole-2-carboxylate